M-cresol aluminum [Al].C1=C(C=CC=C1O)C